carbon isocyanuric acid N1C(=O)NC(=O)NC1=O.[C]